C12COCC(N1[C@@H]1[C@@H](N(CC1)C1=NC=3C(=C(C4=C(C3C=N1)COC4)C4=NC=C(C1=C4C(=C(S1)N)C#N)F)F)C)C2 4-(3-((2S,3S)-3-(3-Oxa-6-azabicyclo[3.1.1]heptan-6-yl)-2-methylpyrrolidin-1-yl)-5-fluoro-7,9-dihydrofuro[3,4-f]quinazolin-6-yl)-2-amino-7-fluorothieno[3,2-c]pyridine-3-carbonitrile